ON=C(N)C1=NC=C(C=C1C)[N+](=O)[O-] N'-hydroxy-3-methyl-5-nitropyridine-2-carboximidamide